BrC=1C(=C(C=O)C(=C(C1)O)O)F 3-bromo-2-fluoro-5,6-dihydroxybenzaldehyde